Cl.S1C(=NN=C1)NC(=O)C1CNC1 N-(1,3,4-thiadiazol-2-yl)azetidine-3-carboxamide hydrochloride